N-(1-methyl-1H-indazol-4-yl)ethanesulfonamide CN1N=CC2=C(C=CC=C12)NS(=O)(=O)CC